(S)-2-(4-Isopropyl-7-oxo-1-phenyl-1,7-dihydro-6H-pyrazolo[3,4-d]pyridazin-6-yl)-N-(1-(4-(trifluoromethyl)phenyl)ethyl)acetamid C(C)(C)C=1C2=C(C(N(N1)CC(=O)N[C@@H](C)C1=CC=C(C=C1)C(F)(F)F)=O)N(N=C2)C2=CC=CC=C2